methyl 1-benzylazetidine-2-carboxylate C(C1=CC=CC=C1)N1C(CC1)C(=O)OC